C(C(=C)C)(=O)OC1(CCCC1)CC ethyl-cyclopentanol methacrylate